1-(benzo[d][1,3]dioxol-5-yl)ethan-1-one O1COC2=C1C=CC(=C2)C(C)=O